4-bromo-5'-chloro-2,3-dimethyl-2'-nitro-1,1'-biphenyl BrC1=C(C(=C(C=C1)C1=C(C=CC(=C1)Cl)[N+](=O)[O-])C)C